9,10-bis(isocyanatomethyl)-2,3,6,7-tetramethoxyanthracene N(=C=O)CC=1C2=CC(=C(C=C2C(=C2C=C(C(=CC12)OC)OC)CN=C=O)OC)OC